6-bromo-2-methoxy-3-((2-methoxy-6-propoxypyridin-4-yl)methyl)quinoline 2-acetylphenyl-4-(((4-methylbenzyl)thio)carbonothioyl)piperazine-1-carboxylate C(C)(=O)C1=C(C=CC=C1)OC(=O)N1CCN(CC1)C(=S)SCC1=CC=C(C=C1)C.BrC=1C=C2C=C(C(=NC2=CC1)OC)CC1=CC(=NC(=C1)OCCC)OC